N-(thiazol-4-ylmethyl)-5-(trifluoromethyl)-2,3-dihydro-1H-inden-1-amine S1C=NC(=C1)CNC1CCC2=CC(=CC=C12)C(F)(F)F